C(#N)C1=C(N=C2N(C1=O)C=C(C=C2[C@@H](C)NC2=C(C(=O)O)C=CC=C2)C)N2C1CN(CC2CC1)C1=CC=C(C=C1)C#N 2-(((1R)-1-(3-cyano-2-(3-(4-cyanophenyl)-3,8-diazabicyclo[3.2.1]octan-8-yl)-7-methyl-4-oxo-4H-pyrido[1,2-a]pyrimidin-9-yl)ethyl)amino)benzoic acid